(S)-10-((5-Chloro-2-((3S,4R)-3,4-difluoropiperidin-1-yl)pyrimidin-4-yl)amino)-2-cyclopropyl-3,3-difluoro-7-methyl-1,2,3,4-tetrahydro-[1,4]oxazepino[2,3-c]chinolin-6(7H)-on ClC=1C(=NC(=NC1)N1C[C@@H]([C@@H](CC1)F)F)NC1=CC=2C3=C(C(N(C2C=C1)C)=O)OCC([C@@H](N3)C3CC3)(F)F